2-amino-3-(4-azidophenyl)propionic acid NC(C(=O)O)CC1=CC=C(C=C1)N=[N+]=[N-]